(1R,2R)-2-amino-1-(p-methylsulfonylphenyl)-1,3-propanediol N[C@@H]([C@H](O)C1=CC=C(C=C1)S(=O)(=O)C)CO